(Z)-N'-(6,7-dihydroquinolin-8(5H)-ylidene)-6-(pyridin-2-yl)-2,6-diazaspiro[3.3]heptane-2-thiohydrazide N1=CC=CC=2CCC/C(/C12)=N/NC(=S)N1CC2(C1)CN(C2)C2=NC=CC=C2